ClC1=NC=CC(=C1NC(=O)C=1C(=NC(=NC1)NC1=CC(=C(C=C1)C1CCN(CC1)C)C)OC)C N-(2-chloro-4-methylpyridin-3-yl)-4-methoxy-2-{[3-methyl-4-(1-methylpiperidin-4-yl)phenyl]amino}pyrimidine-5-carboxamide